C(C)OC(CN1CCC(CNN(CCN(CC1)CC(=O)OC(C)(C)C)CC(=O)OC(C)(C)C)CC(=O)OC(C)(C)C)=O tri-tert-butyl 2,2',2''-(10-(2-ethoxy-2-oxoethyl)-1,4,5,10-tetraazacyclododecane-1,4,7-triyl)triacetate